F[C@H]1CN(CC[C@H]1OC([2H])([2H])[2H])C1=NC=CC(=N1)NC=1N=CC2=C(N=CC(=C2C1)C(C)C)N1[C@@H]([C@H](C1)CS(=O)(=O)C)C N-{2-[(3S,4R)-3-fluoro-4-(2H3)methoxy-piperidin-1-yl]pyrimidin-4-yl}-8-[(2R,3S)-3-(methanesulfonyl-methyl)-2-methylazetidin-1-yl]-5-(propan-2-yl)-2,7-naphthyridin-3-amine